O[C@H]1[C@@H]([C@H]([C@H](C1)O)C\C=C/CCCC(=O)OC=1C=CC=2C3=CC=C4C=CC=C4C3=CCC2C1)CC[C@H](CCC1=CC=CC=C1)O 6H-cyclopenta[a]phenanthren-3-yl (Z)-7-((1R,2R,3R,5S)-3,5-dihydroxy-2-((R)-3-hydroxy-5-phenylpentyl)cyclopentyl)hept-5-enoate